methyl 2-chloro-6-methylsulfanyl-pyrimidine-4-carboxylate ClC1=NC(=CC(=N1)C(=O)OC)SC